dipropyl Phthalate (dipropyl Phthalate) C(CC)C=1C(=C(C(C(=O)O)=CC1)C(=O)O)CCC.C(C=1C(C(=O)OCCC)=CC=CC1)(=O)OCCC